1-benzyl-4-methyl-1,2,3,6-tetrahydropyridine C(C1=CC=CC=C1)N1CCC(=CC1)C